3-[(4S)-4-[5-[5-[(6,7-difluoro-4-methylsulfonyl-1H-indol-5-yl)oxy]-2-fluoro-phenyl]-1-methyl-1,2,4-triazol-3-yl]-4-methyl-chroman-8-yl]propanoic acid FC1=C(C(=C2C=CNC2=C1F)S(=O)(=O)C)OC=1C=CC(=C(C1)C1=NC(=NN1C)[C@]1(CCOC2=C(C=CC=C12)CCC(=O)O)C)F